tert-butyl (2R,4R)-2-[(4-tert-butylphenyl)-[2-(cyclohexylamino)-1-(5-methoxy-3-pyridyl)-2-oxo-ethyl]carbamoyl]-4-hydroxy-pyrrolidine-1-carboxylate C(C)(C)(C)C1=CC=C(C=C1)N(C(=O)[C@@H]1N(C[C@@H](C1)O)C(=O)OC(C)(C)C)C(C(=O)NC1CCCCC1)C=1C=NC=C(C1)OC